CC1(CCC=C(C1)C(CCC=C)=O)C 1-(5,5-dimethylcyclohex-1-en-1-yl)pent-4-en-1-one